FC(C1N(CCC1)C#N)(F)F 2-(trifluoromethyl)pyrrolidine-1-carbonitrile